CC=1N=C2N(N=C(C=C2C)C2=CC(=C3C=C(N=NC3=C2)C2CCN(CC2)CCC)F)C1 7-(2,8-dimethylimidazo[1,2-b]pyridazin-6-yl)-5-fluoro-3-(1-propylpiperidin-4-yl)cinnoline